COC1=CC=C(CN(S(=O)(=O)C2=NN(C(=C2)COCCC(=O)OC)C2CC2)CC2=CC=C(C=C2)OC)C=C1 methyl 3-((3-(N,N-bis(4-methoxybenzyl)sulfamoyl)-1-cyclopropyl-1H-pyrazol-5-yl)methoxy)propanoate